3-(6-(1-Methyl-1H-pyrazol-4-yl)-7-tosyl-7H-pyrrolo[2,3-d]pyrimidin-4-yl)-3,8-diazabicyclo[3.2.1]octane-8-carboxylic acid tert-butyl ester C(C)(C)(C)OC(=O)N1C2CN(CC1CC2)C=2C1=C(N=CN2)N(C(=C1)C=1C=NN(C1)C)S(=O)(=O)C1=CC=C(C)C=C1